tert-butyl 2-(1-aminoethyl)-4-(trifluoromethyl)-1H-imidazole-1-carboxylate NC(C)C=1N(C=C(N1)C(F)(F)F)C(=O)OC(C)(C)C